5-chloro-2-(4-fluoro-2-methylphenoxy)-6-(trifluoromethyl)nicotinic acid ClC=1C(=NC(=C(C(=O)O)C1)OC1=C(C=C(C=C1)F)C)C(F)(F)F